N(=[N+]=[N-])CCOCCOC=1C=C2CCC(C2=CC1)NCCCC1=CC=C(C=C1)N(C)C 5-[2-(2-azidoethoxy)ethoxy]-N-{3-[4-(dimethylamino)phenyl]propyl}-2,3-dihydro-1H-inden-1-amine